C(C)C1(NC(N(C(C1)=O)[C@@H]1CCC2=CC=C(C=C12)C(=O)N[C@H]1[C@@H](CC2=CC=CC=C12)O)=N)CC (3R)-3-(4,4-diethyl-2-imino-6-oxo-hexahydropyrimidin-1-yl)-N-[(1R,2R)-2-hydroxyindan-1-yl]indane-5-carboxamide